4-nitro-1,8-dimethoxynaphthalene [N+](=O)([O-])C1=CC=C(C2=C(C=CC=C12)OC)OC